(1S,3s)-3-(((R)-1-(4-(5-(4-isobutylphenyl)-1,2,4-oxadiazol-3-yl)phenyl)ethyl)amino)cyclobutane-1-carboxylic acid C[C@H](C1=CC=C(C=C1)C2=NOC(=N2)C3=CC=C(C=C3)CC(C)C)NC4CC(C4)C(=O)O